[9,9-dimethyl-4,5-bis(diphenylphosphino)xanthene] palladium(II) dichloride [Pd](Cl)Cl.CC1(C2=CC=CC(=C2OC=2C(=CC=CC12)P(C1=CC=CC=C1)C1=CC=CC=C1)P(C1=CC=CC=C1)C1=CC=CC=C1)C